(S)-2-Ethyl-6-(6-methoxy-1H-benzo[d]imidazol-2-yl)-7-((1-(pyrimidin-2-yl)ethyl)amino)-2H-pyrazolo[4,3-b]pyridin-5(4H)-one C(C)N1N=C2C(NC(C(=C2N[C@@H](C)C2=NC=CC=N2)C2=NC3=C(N2)C=C(C=C3)OC)=O)=C1